C(C=C)(=O)N1CC2(C1)CN(CC2)C2=NC(=NC(=C2C#N)C=2C(=CC=C1C=NN(C21)C)C)OCC2=CC(=CC=C2)C(F)(F)F 4-(2-acryloyl-2,6-diazaspiro[3.4]octan-6-yl)-6-(1,6-dimethyl-1H-indazol-7-yl)-2-((3-(trifluoromethyl)benzyl)oxy)pyrimidine-5-carbonitrile